(naphthylphenyl)(naphthobenzofuran) C1(=CC=CC2=CC=CC=C12)C1=C(C=CC=C1)C1=COC=2C1=CC=C1C2C=CC2=CC=CC=C21